[N,N'-bis[(2-hydroxy-5-sulfonatophenyl)methylene]1,2-diaminoethane] manganese (III) chloride [Cl-].[Mn+3].OC1=C(C=C(C=C1)S(=O)(=O)[O-])C=NCCN=CC1=C(C=CC(=C1)S(=O)(=O)[O-])O